C(CCCCCCC\C=C/C\C=C/CCCCC)(=O)OCC(COC(CCC(OCCCCCCCC)OCCCCCCCC)=O)COC(NCCN1CCCCC1)=O 3-((4,4-bis(octyloxy)butanoyl)oxy)-2-((((2-(piperidin-1-yl)ethyl)carbamoyl)oxy)methyl)propyl (9Z,12Z)-octadeca-9,12-dienoate